Cl.N1CC(OCC1)CO morpholine-2-methanol hydrochloride